lauramidoethyldimethyl-amine C(CCCCCCCCCCC)(=O)NCCN(C)C